COC1=C(C(=CC=C1)OC)C1=CC(=NN1C1=C(C=C(C=C1)C#C)C(C)C)C(=O)O 5-(2,6-Dimethoxyphenyl)-1-(4-ethynyl-2-isopropylphenyl)-1H-pyrazole-3-carboxylic acid